2,7-dimethyl-2-((methylthio)methyl)-2,3-dihydro-4H-benzo[e][1,3]oxazin-4-one CC1(OC2=C(C(N1)=O)C=CC(=C2)C)CSC